COC1=CC=C(C=C1)COC1=C(C(=O)C2=C(C=NC=C2)C(=O)OC(C)(C)C)C=CC(=C1)C(F)(F)F tert-butyl 4-[2-[(4-methoxyphenyl)methoxy]-4-(trifluoromethyl)benzoyl]pyridine-3-carboxylate